FC1=C(C=C(C=C1)C(C)SC1=NN=CN1C)NC(=O)C1=NC2=CC=CC=C2C=C1 N-[2-fluoro-5-[1-[(4-methyl-1,2,4-triazol-3-yl)sulfanyl]ethyl]phenyl]quinoline-2-carboxamide